C(C)OC(=O)C=1N=C2N(N1)[C@@H](C[C@H]2O[Si](C)(C)C(C)(C)C)C2=CC=CC=C2 trans-7-((tert-butyldimethylsilyl)oxy)-5-phenyl-6,7-dihydro-5H-pyrrolo[1,2-b][1,2,4]triazole-2-carboxylic acid ethyl ester